NCC=1C=C(C=CC1)N1N=C(C=C1C(=O)NC=1C(=C2CCNCC2=CC1)F)C(F)(F)F 1-(3-(aminomethyl)phenyl)-N-(5-fluoro-1,2,3,4-tetrahydroisoquinolin-6-yl)-3-(trifluoromethyl)-1H-pyrazole-5-carboxamide